3-[2-chloro-5-(3-chloro-5-cyano-2-pyridinyl)-4-fluoro-phenyl]-5-methyl-4H-isoxazole-5-carboxylic acid ethyl ester C(C)OC(=O)C1(CC(=NO1)C1=C(C=C(C(=C1)C1=NC=C(C=C1Cl)C#N)F)Cl)C